OC1CC2CC([C@H]3[C@@H]4CC[C@H]([C@@H](CCCC(C(=O)SCCNC(CCNC([C@@H](C(COP(OP(OC[C@@H]5[C@H]([C@H]([C@@H](O5)N5C=NC=6C(N)=NC=NC56)O)OP(=O)(O)O)(=O)O)(=O)O)(C)C)O)=O)=O)C)C)[C@]4(C(C[C@@H]3[C@]2(CC1)C)O)C)O 3,7,12-trihydroxycholestanoyl-Coenzyme A